(S)-1'-(2-(5,7,8-trichloroquinoxalin-6-yl)-2H-pyrazolo[3,4-d]pyrimidin-6-yl)-1,3-dihydrospiro[inden-2,4'-piperidin]-1-amine ClC1=C2N=CC=NC2=C(C(=C1N1N=C2N=C(N=CC2=C1)N1CCC2(CC1)[C@@H](C1=CC=CC=C1C2)N)Cl)Cl